5-chlorosulfonyl-6-methoxy-pyridine-3-carboxylic acid methyl ester COC(=O)C=1C=NC(=C(C1)S(=O)(=O)Cl)OC